3-[2-(6-chloro-7-fluoro-1-methyl-1,3-benzodiazol-5-yl)ethynyl]-5-(methylamino)-1-[(3S)-1-(prop-2-enoyl)pyrrolidin-3-yl]Pyrazole-4-carboxamide ClC=1C(=CC2=C(N(C=N2)C)C1F)C#CC1=NN(C(=C1C(=O)N)NC)[C@@H]1CN(CC1)C(C=C)=O